N-ethoxy-6-((6-fluoro-5-meth-yl-pyridin-3-yl)amino)-4-((2-methoxy-3-(5-methyl-pyrazin-2-yl)phenyl)amino)nicotinamide C(C)ONC(C1=CN=C(C=C1NC1=C(C(=CC=C1)C1=NC=C(N=C1)C)OC)NC=1C=NC(=C(C1)C)F)=O